4-(2'-amino-5-(dimethylcarbamoyl)-[2,3'-bipyridine]-5'-yl)-1H-pyrrolo[2,3-b]Pyridine-2-carboxylic acid NC1=NC=C(C=C1C1=NC=C(C=C1)C(N(C)C)=O)C1=C2C(=NC=C1)NC(=C2)C(=O)O